2-heptyl-4,7-dihydroxychroman C(CCCCCC)C1OC2=CC(=CC=C2C(C1)O)O